6-(1,4-diazepan-1-yl)-N-(3-methyl-4-{[1,2,4]triazolo[1,5-a]pyridin-7-yloxy}phenyl)pyrido[3,2-d]pyrimidin-4-amine N1(CCNCCC1)C=1C=CC=2N=CN=C(C2N1)NC1=CC(=C(C=C1)OC1=CC=2N(C=C1)N=CN2)C